3-((2R,5R)-4-((tert-butyldimethylsilyl)oxy)-5-(((tert-butyldimethylsilyl)oxy)methyl)-2,5-dihydrofuran-2-yl)pyridin-2(1H)-one [Si](C)(C)(C(C)(C)C)OC1=C[C@@H](O[C@@H]1CO[Si](C)(C)C(C)(C)C)C=1C(NC=CC1)=O